9-(naphthalen-2-yl)-10-(3-(naphthalen-2-yl)phenyl)anthracene C1=C(C=CC2=CC=CC=C12)C=1C2=CC=CC=C2C(=C2C=CC=CC12)C1=CC(=CC=C1)C1=CC2=CC=CC=C2C=C1